N1C(=CC2=CC=CC=C12)CC(=O)O.N1C(=CC2=CC=CC=C12)CC(=O)O indoleacetic acid (indoleacetate)